C(C)C1=C(C=C(C=C1)C(C(=O)O)(C)C)I 2-(4-ethyl-3-iodophenyl)-2-methylpropanoic acid